C1=CC(=C(C(=C1)Cl)F)Cl 2,6-Dichlorofluorobenzene